(-)-4-Terpineol CC1=CC[C@](CC1)(C(C)C)O